[Ag].[Sb].[Pb] lead-antimony-silver